((2-(((S)-1-((S)-2-((4-chlorophenyl)(4-(methylcarbamoyl)phenyl)carbamoyl)pyrrolidin-1-yl)-3,3-dimethyl-1-oxobutan-2-yl)carbamoyl)benzo[b]thiophen-5-yl)difluoromethyl)phosphonic acid ClC1=CC=C(C=C1)N(C(=O)[C@H]1N(CCC1)C([C@H](C(C)(C)C)NC(=O)C1=CC2=C(S1)C=CC(=C2)C(F)(F)P(O)(O)=O)=O)C2=CC=C(C=C2)C(NC)=O